1-(allyloxy)-4-fluoro-2-(phenylethynyl)benzene methyl-(2S)-2-[[(2S)-2-amino-3-cyclopropyl-propanoyl]amino]-3-[(3S)-2-oxopyrrolidin-3-yl]propanoate COC([C@H](C[C@H]1C(NCC1)=O)NC([C@H](CC1CC1)N)=O)=O.C(C=C)OC1=C(C=C(C=C1)F)C#CC1=CC=CC=C1